(E)-10-(4-Methoxybenzylidene)-3,3-dimethyl-2,3,4a,9,9a,10-hexahydro-1H-indeno[1,2-c]pyrazolo[1,2-a]pyrazol-1-one COC1=CC=C(\C=C\2/C3C(N4N2C(CC4(C)C)=O)C=4C=CC=CC4C3)C=C1